O1C(CCC1)C1=CC=C(C=C1)N1C(C=CC1=O)=O N-(4-tetrahydrofuranylphenyl)maleimide